2-chloro-5-{[(cyclopropylcarbonyl)amino]methyl}-N-[1-(2-methoxyphenyl)-1H-indazol-4-yl]benzamide Rhodium [Rh].ClC1=C(C(=O)NC2=C3C=NN(C3=CC=C2)C2=C(C=CC=C2)OC)C=C(C=C1)CNC(=O)C1CC1